C(#N)C1=CC=C(C=C1)C1=CCC(C=C1)(C1=CC=CC=C1)OCC 4-cyano-4'-ethoxy-p-terphenyl